N[C@H](C(=O)NC(CC1=CC=C(C=C1)CC(F)(F)F)(C)C)C (S)-2-amino-N-(2-methyl-1-(4-(2,2,2-trifluoroethyl)phenyl)propan-2-yl)propanamide